7-[1-(2,2-difluoroethyl)-1H-pyrazolo[3,4-b]pyrazin-6-yl]-2-[6-(trifluoromethyl)pyridin-2-yl]-2,7-diazaspiro[4.5]decane FC(CN1N=CC=2C1=NC(=CN2)N2CC1(CCN(C1)C1=NC(=CC=C1)C(F)(F)F)CCC2)F